Cl.C1(=CC=CC=C1)\N=C\C=C\C=C\NC1=CC=CC=C1 N-((1E,3E,5E)-5-(phenylimino)penta-1,3-dien-1-yl)aniline hydrochloride